CN(CCCN)C 3-dimethylamino-propane-1-amine